pyromellitic tetraamide C(C=1C(C(=O)N)=CC(C(=O)N)=C(C(=O)N)C1)(=O)N